1,2-dioleyloxy-3-(N,N,N-trimethylammonio)propane chloride [Cl-].C(CCCCCCC\C=C/CCCCCCCC)OCC(C[N+](C)(C)C)OCCCCCCCC\C=C/CCCCCCCC